α-tocopheryl phosphate CC1=C(C(=C(C2=C1O[C@](CC2)(C)CCC[C@H](C)CCC[C@H](C)CCCC(C)C)C)OP(=O)(O)O)C